2-aminomethyl-pyrimidinecarboxylic acid hydrochloride Cl.NCC1(NC=CC=N1)C(=O)O